(2Z)-2-hydrazinylidene-4-iodo-1H-pyridine N(/N)=C\1/NC=CC(=C1)I